(6aR,9R)-7-methyl-6,6a,8,9-tetrahydro-4H-indolo[4,3-fg]quinoline-9-carboxamide CN1C[C@@H](C=C2C3=C4C(C[C@@H]12)=CNC4=CC=C3)C(=O)N